7-(allyloxy)-2-methylheptan-2-ol C(C=C)OCCCCCC(C)(O)C